F[B-](F)(F)F.C(C)(C)C1=C(OC(=O)OC[N+]2=CC(=CC=C2)C(NC)=O)C(=CC=C1)C(C)C 1-((((2,6-diisopropylphenoxy)carbonyl)oxy)methyl)-3-(methylcarbamoyl)pyridin-1-ium tetrafluoroborate